(1S,4S)-2-(2,2,2-trifluoroethyl)-2,5-diazabicyclo[2.2.1]heptane 2,2,2-trifluoroacetic acid salt FC(C(=O)O)(F)F.FC(CN1[C@@H]2CN[C@H](C1)C2)(F)F